e-acetone CC(=O)C